(4-anilino-1-naphthyl)maleimide N(C1=CC=CC=C1)C1=CC=C(C2=CC=CC=C12)C=1C(=O)NC(C1)=O